N-(2-(2,6-dioxopiperidin-3-yl)-1-oxoisoindolin-5-yl)isoindoline-2-carboxamide O=C1NC(CCC1N1C(C2=CC=C(C=C2C1)NC(=O)N1CC2=CC=CC=C2C1)=O)=O